O.[V] vanadium water